Z-pyran-4-ol O1CC=C(C=C1)O